(trifluoromethyl)imidazo[1,2-a]pyridine-6-carboxamide FC(F)(F)C=1N=C2N(C=C(C=C2)C(=O)N)C1